ClC1=C(C=NC=C1)C=1C=C2C=3C=CC(=CC3C(C2=CC1)(C)C)C#N 6-(4-chloropyridin-3-yl)-9,9-dimethyl-9H-fluorene-2-carbonitrile